C(C)(C)OC(=O)C=1C(=NC(=NC1)NC=1C(=NC(=C(C1)NC(C=C)=O)N1CCN(CC1)C(=O)OC(C)(C)C)OC)C1=CN(C2=CC=CC=C12)C 2-((5-Acrylamido-6-(4-(tert-butoxycarbonyl)piperazin-1-yl)-2-methoxypyridin-3-yl)amino)-4-(1-methyl-1H-indol-3-yl)pyrimidine-5-carboxylic acid isopropyl ester